(S)-2-(4-(4-((4-chloro-2-fluorobenzyl)oxy)pyrimidin-2-yl)-2,5-difluorobenzyl)-1-(4,4-dimethyltetrahydrofuran-3-yl)-1H-benzo[d]imidazole-6-carboxylic acid ClC1=CC(=C(COC2=NC(=NC=C2)C2=CC(=C(CC3=NC4=C(N3[C@@H]3COCC3(C)C)C=C(C=C4)C(=O)O)C=C2F)F)C=C1)F